(S)-2-hydroxy-3-methyl-N-rel-((1R,3S)-3-(5-(2-(3-methylisoxazol-5-yl)acetamido)-1H-pyrazol-3-yl)cyclopentyl)butanamide O[C@H](C(=O)N[C@H]1C[C@H](CC1)C1=NNC(=C1)NC(CC1=CC(=NO1)C)=O)C(C)C |o1:1,5,7|